[I-].C(C1=CC=CC=C1)OC(=O)N[C@H](C(=O)N[C@H](/C=C/C1=[N+](C=CC=C1)C)CC1=CC=CC=C1)CC1=CC=CC=C1 2-((S,E)-3-((S)-2-(((benzyloxy)carbonyl)amino)-3-phenylpropanamido)-4-phenylbut-1-en-1-yl)-1-methylpyridin-1-ium iodide